O[C@@H]1[C@@H](CCC1)NCC1=CC(=C2CN(C(C2=C1)=O)C=1C=C(C=CC1)C1=C(C=CC=C1)C1=NN=CN1C)C(F)(F)F 6-((((1R,2S)-2-hydroxycyclopentyl)amino)methyl)-2-(2'-(4-methyl-4H-1,2,4-triazol-3-yl)-[1,1'-biphenyl]-3-yl)-4-(trifluoromethyl)isoindolin-1-one